O=S1(CC(C1)C1CCN(CC1)C(=O)C1=CC=2C(C3=CC=CC=C3C(C2C=C1)=O)=O)=O 2-(4-(1,1-dioxidothietan-3-yl)piperidine-1-carbonyl)anthracene-9,10-dione